CO[Si](CCCCNCCCC[Si](OC)(OC)OC)(OC)OC bis[4-trimethoxysilylbutyl]amine